N1N=CC(=C1)C1=CC=C(C=C1)NC=1C2=C(N=C(N1)C=1C=CC3=C(SC(=C3)C(=O)N3CC(C3)(F)F)C1)C=CS2 (6-(4-((4-(1H-pyrazol-4-yl)phenyl)amino)thieno[3,2-d]pyrimidin-2-yl)benzo[b]thiophen-2-yl)(3,3-difluoro-azetidin-1-yl)methanone